BrC=1C=CC=C2C=C(C=NC12)S(=O)C 8-bromo-3-(methylsulfinyl)quinoline